N-(6-((1H-pyrazol-1-yl)methyl)-5-cyclopropylbenzo[d]isoxazol-3-yl)-5-(tert-butyl)-2-cyclobutyloxybenzenesulfonamide N1(N=CC=C1)CC1=CC2=C(C(=NO2)NS(=O)(=O)C2=C(C=CC(=C2)C(C)(C)C)OC2CCC2)C=C1C1CC1